ClC1=CC=C(C=C1)C(C)(C#C)C=1N=C(SC1)N (2-(4-chlorophenyl)but-3-yn-2-yl)thiazol-2-amine